IC1=CN=C2N1C=C(C=C2)N(C(OC(C)(C)C)=O)C tert-butyl (3-iodoimidazo[1,2-a]pyridin-6-yl)(methyl)carbamate